N,N-bis(2,2,2-trifluoroethyl)-p-toluidine FC(CN(C1=CC=C(C=C1)C)CC(F)(F)F)(F)F